(S)-2-(1-(4-amino-3-(2,3-difluoro-4-methoxyphenyl)-1H-pyrazolo[3,4-D]pyrimidin-1-yl)ethyl)-5-chloro-3-phenylquinazolin-4(3H)-one methanesulfonate CS(=O)(=O)O.NC1=C2C(=NC=N1)N(N=C2C2=C(C(=C(C=C2)OC)F)F)[C@@H](C)C2=NC1=CC=CC(=C1C(N2C2=CC=CC=C2)=O)Cl